6-chloro-2-(3-(1-hydroxy-2-methoxyethyl)-1H-1,2,4-triazol-5-yl)-3-(1H-imidazol-1-yl)-5-methoxy-1-methyl-1H-indole-7-carbonitrile ClC1=C(C=C2C(=C(N(C2=C1C#N)C)C1=NC(=NN1)C(COC)O)N1C=NC=C1)OC